FC1=C(C=CC(=C1)C(=O)O)C1=CC=C(C=C1)NS(=O)(=O)C 2-fluoro-4'-(methylsulfonylamino)-[1,1'-biphenyl]-4-carboxylic acid